C(C)(C)(C)OC(=O)N1[C@H]2CN(C[C@@H]1CC2)C=2C1=C(N=C(N2)OC[C@]23CCCN3C[C@@H](C2)F)C(=C(N=C1Cl)Cl)F (1R,5S)-tert-butyl-3-(5,7-dichloro-8-fluoro-2-(((2R,7aS)-2-fluorohexahydro-1H-pyrrolizin-7a-yl) methoxy) pyrido[4,3-d]pyrimidin-4-yl)-3,8-diazabicyclo[3.2.1]octane-8-carboxylate